4-(2,5-dihydroxy-3-sulfobenzamido)nicotinic acid OC1=C(C(=O)NC2=CC=NC=C2C(=O)O)C=C(C=C1S(=O)(=O)O)O